NC=1CCNC1 4-amino-1,3-dihydropyrrol